ClC=1C=CC(=C(C1)C1=CC(=CN=N1)NC1=CC=NC2=CC(=CC=C12)OCC1CCN(CC1)C)F N-[6-(5-chloro-2-fluorophenyl)pyridazin-4-yl]-7-[(1-methylpiperidin-4-yl)meth-oxy]quinolin-4-amine